tert-butyl 4-[2-oxo-3-[5-(trifluoromethyl)pyridin-2-yl]-1H-1,3-benzodiazole-5-amido]piperidine-1-carboxylate O=C1N(C2=C(N1)C=CC(=C2)C(=O)NC2CCN(CC2)C(=O)OC(C)(C)C)C2=NC=C(C=C2)C(F)(F)F